4-hydroxyphenethyl methacrylate ((trimethylsilyl)oxy)phenethyl-methacrylate C[Si](OC(=C(C(=O)O)C)CCC1=CC=CC=C1)(C)C.C(C(=C)C)(=O)OCCC1=CC=C(C=C1)O